BrC1=CC(=C(OC=2C=CC(=C(C(=O)O)C2)OC)C(=C1)Cl)Cl 5-(4-bromo-2,6-dichlorophenoxy)-2-methoxybenzoic acid